N1C=C(C2=CC=CC=C12)/C=C/C(=O)C1=CC=CC=C1 (E)-3-(1H-indol-3-yl)-1-phenylprop-2-en-1-one